3-(5-(((R)-1-(3-(difluoromethyl)-2-fluorophenyl)ethyl)amino)-1-methyl-2-oxo-1,2-dihydro-1,8-naphthyridin-3-yl)-3-methoxypyrrolidine-1-carboxylic acid tert-butyl ester C(C)(C)(C)OC(=O)N1CC(CC1)(OC)C=1C(N(C2=NC=CC(=C2C1)N[C@H](C)C1=C(C(=CC=C1)C(F)F)F)C)=O